(S)-2-((3,3-difluoro-4-methylpiperidin-1-yl)methyl)-6-(3-(1-(4-methyl-4H-1,2,4-triazol-3-yl)cyclobutyl)phenyl)-4-(trifluoromethyl)-1,6-dihydro-7H-pyrrolo[2,3-c]pyridin-7-one FC1(CN(CC[C@@H]1C)CC1=CC2=C(C(N(C=C2C(F)(F)F)C2=CC(=CC=C2)C2(CCC2)C2=NN=CN2C)=O)N1)F